C1N(CC2=CC=CC=C12)C(CSC=1SC(=C(N1)C)C)=O 1-(1,3-dihydro-2H-isoindol-2-yl)-2-[(4,5-dimethyl-1,3-thiazol-2-yl)sulfanyl]ethanone